ClC=1C=C(C=CC1F)[C@@]1(CN2[C@H](CO1)CN(CC2)C(=O)C2=C(C(=CC=C2)C=2C=NSC2)Cl)O [(3R,9aS)-3-(3-Chloro-4-fluorophenyl)-3-hydroxy-1,4,6,7,9,9a-hexahydropyrazino[2,1-c][1,4]oxazin-8-yl]-(2-chloro-3-isothiazol-4-ylphenyl)methanon